C(C)(C)(C)C1N(CCC(C1)C(CNS(NC(=O)OC(C)(C)C)(=O)=O)C)C(=O)OCCN(CCCC(C)NC1=NC=NC2=CC(=CC=C12)Cl)CC1=CC=CC=C1 2-(benzyl-(4-((7-chloroquinazolin-4-yl)amino)pentyl)amino)ethanol tert-butyl-4-(1-((N-(tert-butoxycarbonyl)sulfamoyl)amino)propan-2-yl)piperidine-1-carboxylate